FC(CCC1(CCCC1)P(C1=CC(=CC=C1)OC(C(F)(F)F)(F)F)C1CCCC1)CC 3-fluoropentyl-Dicyclopentyl-(3-pentafluoroethoxyphenyl)phosphine